O=C1N(CCC(N1)=O)C1=NN(C2=CC(=CC=C12)C1CCN(CC1)CC(CC=1C=C(C=CC1)S(=O)(=O)N1CCC(CC1)NC(OC(C)(C)C)=O)(C)C)C tert-butyl (1-((3-(3-(4-(3-(2,4-dioxotetrahydropyrimidin-1(2H)-yl)-1-methyl-1H-indazol-6-yl)piperidin-1-yl)-2,2-dimethylpropyl)phenyl) sulfonyl)piperidin-4-yl)carbamate